N-(4-(7-chloro-8-methoxy-1-methyl-2-oxo-1,4-dihydro-2H-spiro[pyrido[2,3-b]pyrazine-3,3'-pyrrolidine]-1'-carbonyl)thiazol-2-yl)acrylamide ClC1=C(C2=C(NC3(CN(CC3)C(=O)C=3N=C(SC3)NC(C=C)=O)C(N2C)=O)N=C1)OC